((([4,4'-biindoline]-1,1'-dicarbonyl)bis(2-methoxy-4,1-phenylene))bis(azanediyl))bis-(3-hydroxybutanoic acid) N1(CCC=2C(=CC=CC12)C=1C=2CCN(C2C=CC1)C(=O)C1=CC(=C(C=C1)NC(C(=O)O)C(C)O)OC)C(=O)C1=CC(=C(C=C1)NC(C(=O)O)C(C)O)OC